N(=[N+]=[N-])CC1=CC(=NN1C1OCCCC1)Br 5-(azidomethyl)-3-bromo-1-(tetrahydro-2H-pyran-2-yl)-1H-pyrazole